C/C(=C\C=O)/CC/C=C(\C)/C=O (6E)-8-oxogeranial